2-(1-((2-ethyl-6-(1-methyl-5-(((propoxycarbonyl)amino)methyl)-1H-1,2,3-triazol-4-yl)pyridin-3-yl)ethynyl)cyclopropyl)acetic acid C(C)C1=NC(=CC=C1C#CC1(CC1)CC(=O)O)C=1N=NN(C1CNC(=O)OCCC)C